C(C1=CC=CC=C1)N1C2=C(SCC1=O)C=CC(=C2)NC(=O)NC2=CNC1=CC=C(C=C21)C=2C=NC(=CC2)O 1-(4-benzyl-3-oxo-3,4-dihydro-2H-benzo[b][1,4]thiazin-6-yl)-3-(5-(6-hydroxypyridin-3-yl)-1H-indol-3-yl)urea